(R or S)-3-(ethoxymethyl)-3-(2-(5-methylthiophen-2-yl)ethyl)-1-(2-(p-tolyl)propan-2-yl)pyrrolidine C(C)OC[C@]1(CN(CC1)C(C)(C)C1=CC=C(C=C1)C)CCC=1SC(=CC1)C |o1:4|